6-chloro-3-methylpyridazin-4-amine ClC1=CC(=C(N=N1)C)N